2-(1H-indol-4-yl)-6-(1-methyl-1H-pyrazol-5-yl)-4(3H)-quinazolinone N1C=CC2=C(C=CC=C12)C1=NC2=CC=C(C=C2C(N1)=O)C1=CC=NN1C